1,2-Dimethoxy-4-(2-propenyl)-benzene COC1=C(C=C(C=C1)CC=C)OC